ClC1=CC=C(C=C1)C1CCNC=2N1N=C(C2)C2=CC=CC=C2 (-)-7-(4-Chlorophenyl)-2-phenyl-4,5,6,7-tetrahydropyrazolo[1,5-a]pyrimidine